(R)-6-(4-fluorophenyl)-N-methyl-4-((1-(5-methyl-1,2,4-oxadiazol-3-yl)ethyl)amino)quinazoline-8-sulfonamide FC1=CC=C(C=C1)C=1C=C2C(=NC=NC2=C(C1)S(=O)(=O)NC)N[C@H](C)C1=NOC(=N1)C